NC1=C2C(=NC3=C1C(=C(N3CC(=O)NC(C(=O)N(C)C3=CC1=C(OCO1)C=C3)CC3=CC=CC=C3)C)C)CCCCCC2 2-(2-(4-amino-2,3-dimethyl-5,6,7,8,9,10-hexahydro-1H-cycloocta[b]pyrrolo[3,2-e]pyridin-1-yl)acetamido)-N-(benzo[d][1,3]dioxol-5-yl)-N-methyl-3-phenylpropanamide